N[C@@H]1CC[C@H](CC1)C(=O)N(C[C@@H]1CC[C@H](CC1)C1=CC(=C(C=C1)OC)C)C1=CC(=CC=C1)C1=CN=C(S1)C1CC1 trans-4-amino-N-(3-(2-cyclopropylthiazol-5-yl)phenyl)-N-((trans-4-(4-methoxy-3-methylphenyl)cyclohexyl)methyl)cyclohexanecarboxamide